2-(3-chloro-2-(4-chlorophenoxy)anilino)benzoic acid ClC=1C(=C(NC2=C(C(=O)O)C=CC=C2)C=CC1)OC1=CC=C(C=C1)Cl